[O-2].[Tm+3].[O-2].[O-2].[Tm+3] Thulium(III) oxide